FC1=CC=C2C(CC(NC2=C1)C1=C(C=CC=C1)C)C(C)C 7-fluoro-4-isopropyl-2-(o-tolyl)-1,2,3,4-tetrahydroquinoline